1-(6-bromohexyl)-3-fluorobenzene BrCCCCCCC1=CC(=CC=C1)F